CC(CCSSSSOCC)([SiH3])C monoethoxy dimethyl-silylpropyl tetrasulfide